(S)-5-(4-aminopyrimidin-5-yl)-2-((tert-butoxycarbonyl)amino)pentanoic acid NC1=NC=NC=C1CCC[C@@H](C(=O)O)NC(=O)OC(C)(C)C